silver-aluminum lead [Pb].[Al].[Ag]